tert-butyl [(3-cyano-2-fluoro-6-methoxyphenyl)methyl]carbamate C(#N)C=1C(=C(C(=CC1)OC)CNC(OC(C)(C)C)=O)F